C(C)(C)(C)OC(=O)N1C[C@H](OCC1)CC1=CC=C(C=C1)OC.COC1=CC=C(C=C1)C[C@@H]1CNCCO1 (2R)-2-[(4-Methoxyphenyl)methyl]morpholine tert-Butyl-(2R)-2-[(4-methoxyphenyl)methyl]morpholine-4-carboxylate